The molecule is a member of the class of xanthones that is 9H-xanthen-9-one substituted by methoxy groups at positions 3 and 5 and hydroxy groups at positions 1 and 6. It has a role as a plant metabolite. It is a member of xanthones, a polyphenol and an aromatic ether. COC1=CC(=C2C(=C1)OC3=C(C2=O)C=CC(=C3OC)O)O